N-(4-chlorophenethyl)-1-(2-(4-chlorophenoxy)acetyl)piperidine-4-carboxamide ClC1=CC=C(CCNC(=O)C2CCN(CC2)C(COC2=CC=C(C=C2)Cl)=O)C=C1